ClC=1C=C(C=C(C1)N1[C@H]2CN[C@@H](C1)C2)N2N(C(=C(C2=O)NC(C2=CC=C(C=C2)OC(F)F)=O)C2=C(C=C(C=C2F)OC)F)C N-(2-{3-chloro-5-[(1R,4R)-2,5-diazabicyclo[2.2.1]heptan-2-yl]phenyl}-5-(2,6-difluoro-4-methoxyphenyl)-1-methyl-3-oxo-2,3-dihydro-1H-pyrazol-4-yl)-4-(difluoromethoxy)benzamide